ClC1=C2C(=NC(=C1)C=1C(=NC=CC1)F)C=NN2C 7-chloro-5-(2-fluoropyridin-3-yl)-1-methyl-1H-pyrazolo[4,3-b]pyridine